ClC1=CC2=C(N(C(=N2)CCl)C)C=C1 5-chloro-2-(chloromethyl)-1-methyl-1H-benzo[d]imidazole